C(C)[Si](CC)(CC)C1(C=CC=C1)[In] ((triethylsilyl)-cyclopentadienyl)indium